iron-copper [Cu].[Fe]